tert-butyl (S)-2-(hydroxyl methyl)azetidine-1-carboxylate OC[C@H]1N(CC1)C(=O)OC(C)(C)C